(E)-Ethyl 3-(4-((E)-1-(1H-Indazol-5-yl)-2-(4-methoxyphenyl)but-1-en-1-yl)phenyl)acrylate N1N=CC2=CC(=CC=C12)\C(=C(/CC)\C1=CC=C(C=C1)OC)\C1=CC=C(C=C1)/C=C/C(=O)OCC